tert-butyl (4-((4-(tert-butyl(ethyl)amino)phenyl)amino)benzyl)carbamate C(C)(C)(C)N(C1=CC=C(C=C1)NC1=CC=C(CNC(OC(C)(C)C)=O)C=C1)CC